1H-benzo[d][1,2,3]triazol-1-yl ((1H-pyrrol-2-yl)methyl)(1,3-dioxoisoindolin-2-yl)carbamate N1C(=CC=C1)CN(C(ON1N=NC2=C1C=CC=C2)=O)N2C(C1=CC=CC=C1C2=O)=O